2,2,2-trifluoroethyl trifluoromethanesulfonate FC(S(=O)(=O)OCC(F)(F)F)(F)F